C(C)(C)(C)OC(=O)NC(=N)N 1-(tert-butoxycarbonyl)guanidine